C1(CCCCC1)C[C@@H](C(=O)N[C@H](C(=O)N(C)OC)CCC(=O)N(CCCCC)C)NC(OCC1=CC(=CC=C1)Cl)=O 3-chlorobenzyl ((S)-3-cyclohexyl-1-(((S)-1-(methoxy (methyl) amino)-5-(methyl(pentyl)amino)-1,5-dioxopentan-2-yl)amino)-1-oxopropan-2-yl)carbamate